tert-Butyl N-(3-{2-[2-(3-aminopropoxy)ethoxy]ethoxy}propyl)carbamate NCCCOCCOCCOCCCNC(OC(C)(C)C)=O